C(C1CO1)OCCC[Si](OCC)(OCC)C gamma-(2,3-epoxypropoxy)-propylmethyldiethoxysilane